(1aR,5aR)-2-(5-Chloro-4-trifluoromethyl-pyridin-2-yl)-1a,2,5,5a-tetrahydro-1H-2,3-diaza-cyclopropa[a]pentalene-4-carboxylic acid (1-pyridin-4-yl-cyclobutyl)-amide N1=CC=C(C=C1)C1(CCC1)NC(=O)C=1C=2C[C@@H]3[C@H](C2N(N1)C1=NC=C(C(=C1)C(F)(F)F)Cl)C3